[Cr](=O)(=O)([O-])[O-].[N+3].[N+3].CN(C=1C=C(C=CC1)NC(C)=O)CC=1N=CN(C1)COCC[Si](C)(C)C.[Cr](=O)(=O)([O-])[O-].[Cr](=O)(=O)([O-])[O-] N-(3-(methyl((1-((2-(trimethylsilyl)ethoxy)methyl)-1H-imidazol-4-yl)methyl)amino)phenyl)acetamide dinitrogen (Chromate)